(2-Biphenylyl)di-tert-butylphosphine C1(=C(C=CC=C1)P(C(C)(C)C)C(C)(C)C)C1=CC=CC=C1